tert-Butyl (4-(5-chloro-3-(ethylsulfonyl)-1-hydroxy-7,9-dihydrofuro[3,4-f]quinazolin-6-yl)-3-cyano-7-fluorobenzo[b]thiophen-2-yl)carbamate ClC1=C(C2=C(C=3C(=NC(=NC13)S(=O)(=O)CC)O)COC2)C2=CC=C(C=1SC(=C(C12)C#N)NC(OC(C)(C)C)=O)F